3-chloro-2-fluoro-6-(1H-tetrazol-1-yl)phenyl-2,3,8,8a-tetrahydroindolizin-5(1H)-one ClC=1C(=C(C(=CC1)N1N=NN=C1)C1CCN2C(C=CCC12)=O)F